1,4-cyclohexanedimethanol C1(CCC(CC1)CO)CO